(S)-2-(benzyloxycarbonylamino)-5,5-difluoro-4,4-dimethylpentanoic acid C(C1=CC=CC=C1)OC(=O)N[C@H](C(=O)O)CC(C(F)F)(C)C